NC1=C(C(=C(OC2=NC=CC=C2C2=NC(=NC=C2)N[C@@H]2CN(CCC2)C(=O)OC(C)(C)C)C=C1F)F)F (S)-tert-Butyl 3-(4-(2-(4-amino-2,3,5-trifluorophenoxy)pyridin-3-yl)pyrimidin-2-ylamino)piperidine-1-carboxylate